N-(1-(4-bromophenyl)ethyl)-N-methyltetrahydro-2H-thiopyran-4-carboxamide 1,1-dioxide BrC1=CC=C(C=C1)C(C)N(C(=O)C1CCS(CC1)(=O)=O)C